O1C(=NN=C1)CNC(=O)C=1C(=C(C(=CC1CCCCC)O)C1C(CCC(=C1)C)C(=C)C)O N-((1,3,4-oxadiazol-2-yl)methyl)-2,6-dihydroxy-5'-methyl-4-pentyl-2'-(prop-1-en-2-yl)-1',2',3',4'-tetrahydro-[1,1'-biphenyl]-3-carboxamide